C(CCC)N(CCO)CCCC.P(=O)(OCCCCCCCC)(O)O octyl phosphate dibutylethanolamine salt